(S)-N-(2-((R)-2,6-dioxopiperidin-3-yl)-1-oxoisoindolin-5-yl)-2-(trifluoromethyl)indoline-1-carboxamide O=C1NC(CC[C@H]1N1C(C2=CC=C(C=C2C1)NC(=O)N1[C@@H](CC2=CC=CC=C12)C(F)(F)F)=O)=O